C(C)C1C(CCC(C1)=O)(C(=O)OC(C)C=1N(C2=NC(=NC(=C2N1)N1CCCCC1)C1=CC(=CC=C1)C1=NN(C=C1)C)CC)C(C)=O 1-(9-ethyl-2-(3-(1-methyl-1H-pyrazol-3-yl)phenyl)-6-(piperidin-1-yl)-9H-purin-8-yl)ethan-1-ol ethyl-1-acetyl-4-oxocyclohexane-1-carboxylate